CC1(CN(CC1)C1=C2CCN(CC2=CC(=C1)C1=CC=C(C=C1)C(F)(F)F)C(=O)OC(C)(C)C)C tert-butyl 5-(3,3-Dimethylpyrrolidin-1-yl)-7-(4-(trifluoromethyl)phenyl)-3,4-dihydroisoquinoline-2(1H)-carboxylate